N-(bicyclo[1.1.1]pent-1-yl)-4-hydroxy-6-(4-methoxyphenyl)-1-(2-morpholinoethyl)-2-oxo-1,2-dihydro-1,8-naphthyridine-3-carboxamide C12(CC(C1)C2)NC(=O)C=2C(N(C1=NC=C(C=C1C2O)C2=CC=C(C=C2)OC)CCN2CCOCC2)=O